[Na+].C(C(=O)[O-])(=O)[O-].[Na+] oxalic acid, sodium salt